di-(p-iodophenyl)methylene(cyclopentadienyl)(3,6-di-tert-butylfluorenyl)zirconium dichloride [Cl-].[Cl-].IC1=CC=C(C=C1)C(=[Zr+2](C1=CC(=CC=2C3=CC(=CC=C3CC12)C(C)(C)C)C(C)(C)C)C1C=CC=C1)C1=CC=C(C=C1)I